C(C)C1=NC2=CC(=C(C=C2C(=C1C(=O)O)O)Br)OCCCOC ethyl-6-bromo-4-hydroxy-7-(3-methoxypropoxy)quinoline-3-carboxylic acid